4-((3S,5R)-3,4,5-trimethylpiperazin-1-yl)-[1,1'-biphenyl] C[C@H]1CN(C[C@H](N1C)C)C1=CC=C(C=C1)C1=CC=CC=C1